(3R)-1-acetylpiperidine-3-carboxylic acid C(C)(=O)N1C[C@@H](CCC1)C(=O)O